thiazol-4-ylmethyl-1H-indazol S1C=NC(=C1)CN1N=CC2=CC=CC=C12